FC=1C=C2C(=CNC2=CC1F)NC(C1=CC=C(C=C1)OC1COC1)=O N-(5,6-difluoro-1H-indol-3-yl)-4-(oxetan-3-yloxy)benzamide